(P)-4-[4-[4-(aminomethyl)-1-oxo-2H-phthalazin-6-yl]-2-methyl-pyrazol-3-yl]-1,3-dihydroisobenzofuran-5-carbonitrile NCC1=NNC(C2=CC=C(C=C12)C1=C(N(N=C1)C)C1=C2COCC2=CC=C1C#N)=O